COC1=C2C(NC(=NC2=CC(=C1)OC)C1=CC=C(C=C1)N1CCC(CC1)CN1C2CN(C(C1)CC2)C=2C=C1C(N(C(C1=CC2F)=O)C2C(NC(CC2)=O)=O)=O)=O 5-(5-((1-(4-(5,7-dimethoxy-4-oxo-3,4-dihydroquinazolin-2-yl)phenyl)piperidin-4-yl)methyl)-2,5-diazabicyclo[2.2.2]octan-2-yl)-2-(2,6-dioxopiperidin-3-yl)-6-fluoroisoindoline-1,3-dione